benzyl rac-(2-(2-(((1R,5S,6s)-1-methyl-3-azabicyclo[3.1.0]hexan-6-yl)oxy)-6-(4-(trifluoromethyl)phenyl) pyridin-4-yl)propan-2-yl)carbamate C[C@@]12CNC[C@H]2[C@@H]1OC1=NC(=CC(=C1)C(C)(C)NC(OCC1=CC=CC=C1)=O)C1=CC=C(C=C1)C(F)(F)F |r|